4-(hydroxymethyl)-3-(1-(pyrimidin-5-yl)pyrrolidin-3-yl)-N-(5-(trifluoromethyl)pyridin-3-yl)benzamide OCC1=C(C=C(C(=O)NC=2C=NC=C(C2)C(F)(F)F)C=C1)C1CN(CC1)C=1C=NC=NC1